ClC1=CC(=CC(=N1)N1C(CC=2C=NC=CC21)C(=O)NC)C(F)(F)F 1-(6-chloro-4-(trifluoromethyl)pyridin-2-yl)-N-methyl-2,3-dihydro-1H-pyrrolo[3,2-c]pyridine-2-carboxamide